methyl 5-[(3R,5S)-4-tert-butoxycarbonyl-3,5-dimethyl-piperazin-1-yl]-2-(2-methoxyethoxy)quinazoline-8-carboxylate C(C)(C)(C)OC(=O)N1[C@@H](CN(C[C@@H]1C)C1=C2C=NC(=NC2=C(C=C1)C(=O)OC)OCCOC)C